[2H]C1=C(C(=NC(=O)N1[C@H]2C[C@H]([C@H](O2)CO)O)N)C([2H])([2H])O 5-(Hydroxymethyl)-2'-deoxycytidine-d3